(2,5-dioxo-4-imidazolidinyl)carbamic acid O=C1NC(C(N1)NC(O)=O)=O